[2-(2,4-Dimethoxypyrimidin-5-yl)pyrazolo[3,4-d]pyrimidin-4-yl]pyrrolidin-3-ol COC1=NC=C(C(=N1)OC)N1N=C2N=CN=C(C2=C1)N1CC(CC1)O